ClC=1C=CC(=C(C1)C1=CC(=C(N=N1)C)NC1=CC(=NC=C1)NC(CN1CCOCC1)=O)F N-(4-{[6-(5-Chloro-2-Fluorophenyl)-3-Methylpyridazin-4-yl]Amino}Pyridin-2-yl)-2-(Morpholin-4-yl)Acetamid